4'-((perfluoropropane-2,2-diyl)bis(benzo[d]oxazol-5,2-diyl))diphenol FC(C(C(F)(F)F)(C=1C=CC2=C(N=C(O2)C2=C(C=CC=C2)O)C1)C=1C=CC2=C(N=C(O2)C2=C(C=CC=C2)O)C1)(F)F